Di(3-methylbenzoyl) peroxide CC=1C=C(C(=O)OOC(C2=CC(=CC=C2)C)=O)C=CC1